Dihydrodibenzo[a,g]quinolizinium C1CC=CC=2C1=C1C=C3C(=C[N+]1=CC2)C=CC=C3